C(C)SC1(N=NN=N1)CC#N 5-ethylthiotetrazoleacetonitrile